P(=O)(OCC(F)(F)F)(OCC(F)(F)F)OCC(F)(F)F Tris(2,2,2-trifluoroethyl) Phosphate